bishydroxyproline hydrochloride Cl.N1[C@@H](C[C@@H](O)C1)C(=O)O.N1[C@@H](C[C@@H](O)C1)C(=O)O